N-(1-(1-(4-chlorophenyl)ethyl)-2-methyl-6-(6-methyl-7-oxo-6,7-dihydro-1H-pyrrolo[2,3-c]pyridin-4-yl)-1H-benzo[d]imidazol-4-yl)ethanesulfonamide ClC1=CC=C(C=C1)C(C)N1C(=NC2=C1C=C(C=C2NS(=O)(=O)CC)C=2C1=C(C(N(C2)C)=O)NC=C1)C